COC(=O)C1=CC2=C(S1)C=CC=C2N 4-aminobenzo[b]thiophene-2-carboxylic acid methyl ester